BrC1=NC(=CC(=C1)C1CNCC2COCCN21)Cl 6-(2-bromo-6-chloropyridin-4-yl)octahydropyrazino[2,1-c][1,4]oxazine